N-(2-{3-[(4-methanesulfonyl-2-methoxyphenyl)amino]prop-1-yn-1-yl}-3-(2,2,2-trifluoroethyl)imidazo[1,2-a]pyridin-8-yl)piperidin-4-amine CS(=O)(=O)C1=CC(=C(C=C1)NCC#CC=1N=C2N(C=CC=C2NC2CCNCC2)C1CC(F)(F)F)OC